2-(3-Fluorophenyl)-N-[(2S)-1-hydroxypropan-2-yl]-3-oxo-6-[2-(trifluoromethyl)pyrimidin-5-yl]-2,3-dihydropyridazine-4-carboxamide FC=1C=C(C=CC1)N1N=C(C=C(C1=O)C(=O)N[C@H](CO)C)C=1C=NC(=NC1)C(F)(F)F